FC1=C(C=C(C=C1)C=1C=NC(=CC1)S(=O)(=O)C)N1C(N(CC1)C1=NC(=CC=C1)C1=NN=CN1C(C)C)=O 1-(2-fluoro-5-(6-(methylsulfonyl)pyridin-3-yl)phenyl)-3-(6-(4-isopropyl-4H-1,2,4-triazol-3-yl)pyridin-2-yl)imidazolidin-2-one